CC1=CC=C(C=C1)S1C=2C=CC=CC2SC2=CC=CC=C12 5-(4-methylphenyl)thianthrene